hydride aluminum [Al+3].[H-].[H-].[H-]